NC1=C(C=C2CCCC2=C1)CO (6-amino-2,3-dihydro-1H-inden-5-yl)methanol